5-Chloro-3-(3-(5-methyl-6-oxo-5,7-diazaspiro[3.4]octane-7-yl)piperidin-1-yl)-1,2,4-Triazine-6-carbonitrile ClC=1N=C(N=NC1C#N)N1CC(CCC1)N1C(N(C2(CCC2)C1)C)=O